4-(4-(4-((2,6-dioxopiperidin-3-yl) amino)-2-fluorophenyl) piperazin-1-yl)-3,3-difluoropiperidine-1-carboxylate O=C1NC(CCC1NC1=CC(=C(C=C1)N1CCN(CC1)C1C(CN(CC1)C(=O)[O-])(F)F)F)=O